2-bromo-5-(3,3-diethoxyprop-1-yn-1-yl)pyridin-4-amine BrC1=NC=C(C(=C1)N)C#CC(OCC)OCC